C12(CC3CC(CC(C1)C3)C2)CN2N=CC=C2 1-(adamantan-1-ylmethyl)-1H-pyrazole